7-formyl-6-(((S)-4-methyl-2-carbonyloxazolidin-3-yl)methyl)-3,4-dihydro-1,8-naphthyridin-1(2H)-carboxamide C(=O)C1=C(C=C2CCCN(C2=N1)C(=O)N)CN1C(OC[C@@H]1C)=C=O